FC=1C=NC=CC1C1=NC2=CN=CC=C2C(=C1)N 2-(3-fluoropyridin-4-yl)-1,7-naphthyridin-4-amine